azo-styrene oxide N(=NC1C(C2=CC=CC=C2)O1)C=CC1=CC=CC=C1